tert-butyl (5-chloro-4-fluoronaphthalen-2-yl)carbamate ClC1=C2C(=CC(=CC2=CC=C1)NC(OC(C)(C)C)=O)F